S(N)(OC[C@@H]1[C@H]([C@H]([C@@H](C1)NC1=NC=NC=C1C(=O)C=1SC(=C(C1)[C@@H](C1=CC(=CC=C1)Br)N)Cl)O)O)(=O)=O [(1R,2R,3S,4R)-4-{[5-({4-[(R)-amino(3-bromophenyl)methyl]-5-chloro-2-thienyl}carbonyl)pyrimidin-4-yl]amino}-2,3-dihydroxycyclopentyl]methyl sulfamate